ONC(CCCCCCNC(C1=CC=C(C=C1)NC(=N)NC1=CC=C(C=C1)OC(F)(F)F)=O)=O N-(7-(hydroxyamino)-7-oxoheptyl)-4-(3-(4-(trifluoromethoxy)phenyl)guanidino)benzamide